C1(=CC=CC=C1)C1=NC(=NC(=N1)C1=CC=CC=C1)C1=CC=C(C=C1)C1=CC=C(C=C1)C1=NC(=NC(=N1)C1=CC=CC=C1)C1=CC=CC=C1 4,4'-bis(4,6-diphenyl-1,3,5-triazinyl)biphenyl